C(CCC\C=C/C\C=C/C\C=C/C\C=C/CCCCC)(=O)O (5z,8z,11z,14z)-eicosa-5,8,11,14-tetraenoic acid